3-(3-Amino-4-fluorophenylamino)piperidine-2,6-dione NC=1C=C(C=CC1F)NC1C(NC(CC1)=O)=O